3-(but-2-yn-1-yloxy)-N-[(1R)-1-(6-methylpyridazin-3-yl)ethyl]-5-(5-methyl-1,3-thiazol-2-yl)benzamide C(C#CC)OC=1C=C(C(=O)N[C@H](C)C=2N=NC(=CC2)C)C=C(C1)C=1SC(=CN1)C